1-Octyl-3-butylpyrrolium acetat C(C)(=O)[O-].C(CCCCCCC)[NH+]1C=C(C=C1)CCCC